7-((1H-pyrazol-5-yl)methoxy)-2-(1H-pyrazol-5-yl)thieno[3,2-b]pyridin-5-amine N1N=CC=C1COC1=C2C(=NC(=C1)N)C=C(S2)C2=CC=NN2